ClC=1N=C(C2=C(N1)C(=C(N=C2)Cl)F)N([C@H]2CN(C[C@@H]2C)C(=O)OC(C)(C)C)C tert-butyl (3R,4S)-3-((2,7-dichloro-8-fluoropyrido[4,3-d]pyrimidin-4-yl)(methyl)amino)-4-methylpyrrolidine-1-carboxylate